1-(2-aminopyrimidin-5-yl)-3-[(1S)-1-(5-fluoro-3-methyl-1-benzofuran-2-yl)-2-methylpropyl]urea NC1=NC=C(C=N1)NC(=O)N[C@@H](C(C)C)C=1OC2=C(C1C)C=C(C=C2)F